[1,1':4',1''-Terphenyl]-2',3,3'',5,5',5''-hexacarboxylic acid C1(=CC(=CC(=C1)C(=O)O)C(=O)O)C=1C(=CC(=C(C1)C(=O)O)C1=CC(=CC(=C1)C(=O)O)C(=O)O)C(=O)O